6-amino-4-methoxy-3',6'-dihydro-2'H-[3,4']bipyridinyl-1'-carboxylic acid tert-butyl ester C(C)(C)(C)OC(=O)N1CCC(=CC1)C=1C=NC(=CC1OC)N